C12CC(CC2C1)OC1=C(C=C(C=C1F)NC(=O)C=1N=C(OC1CC(F)(F)F)N1C2C(CC1)COC2)F N-(4-(cis-bicyclo[3.1.0]hexan-3-yloxy)-3,5-difluorophenyl)-2-(hexahydro-1H-furo[3,4-b]pyrrol-1-yl)-5-(2,2,2-trifluoroethyl)oxazole-4-carboxamide